ClC=1C(=CC(=C(C1)C1=CC(=NC=C1C(=O)OC)C)OC)S(=O)C methyl 4-(5-chloro-2-methoxy-4-(methylsulfinyl)phenyl)-6-methylnicotinate